CN(C(OC(C)(C)C)=O)CC1OC2=C(C1)C=C(C(=C2)C(NC2(CC2)C2=CC=CC1=CC=CC=C21)=O)C tert-butyl methyl((5-methyl-6-((1-(naphthalen-1-yl)cyclopropyl) carbamoyl)-2,3-dihydrobenzofuran-2-yl)methyl)carbamate